C(C)(=O)OC1C(OC(CC1N(C)C)C)SC1=NC=CC=N1 4-(dimethylamino)-6-methyl-2-(pyrimidin-2-ylsulfanyl)oxan-3-yl acetate